4-amino-8-(4-methoxypyrimidin-5-yl)-3-(propylcarbamoyl)isoquinoline 2-oxide NC1=C([N+](=CC2=C(C=CC=C12)C=1C(=NC=NC1)OC)[O-])C(NCCC)=O